COC=1C=C(C=CC1)C1=NN(C2=CC=CC=C12)CC(C(=O)OCC(F)(F)F)(C)C 2,2,2-Trifluoroethyl 3-(3-(3-methoxyphenyl)-1H-indazol-1-yl)-2,2-dimethylpropanoate